2-amino-1-((3-((3R,5R)-5-(4-fluorophenyl)tetrahydro-furan-3-yl)-1,2,4-oxadiazol-5-yl)methyl)pyrido[2,3-d]pyrimidin-4(1H)-one NC1=NC(C2=C(N1CC1=NC(=NO1)[C@@H]1CO[C@H](C1)C1=CC=C(C=C1)F)N=CC=C2)=O